BrC[C@H](CO)C (S)-3-bromo-2-methylpropanol